C(C)(C)(C)OC(=O)NCC=CCN1\C(\SC=2C1=NC=C(N2)C(=O)[O-])=N/[H] (E)-3-(4-((tert-butoxycarbonyl)amino)but-2-en-1-yl)-2-imino-2,3-dihydrothiazolo[4,5-b]pyrazine-6-carboxylate